FC1=C(C(=CC=C1)C)N1N=C2C(=CC1=O)NN=C2C=2C=CC=1C[C@@H]3N(CC1C2)CCOC3 (S)-5-(2-Fluoro-6-methylphenyl)-3-(1,3,4,6,11,11a-hexahydro-[1,4]oxazino[4,3-b]isochinolin-8-yl)-1H-pyrazolo[4,3-c]pyridazin-6(5H)-on